N1=CC=C(C=C1)C=CC(=O)NC1=CC=C(C(=O)O)C=C1 4-(3-(pyridin-4-yl)acrylamido)benzoic acid